[Co].[Al].[Co] Cobalt Aluminum Cobalt